7-bromo-3,3-dibutyl-5-(3,4-difluorophenyl)-8-methoxy-2,3,4,5-tetrahydro-1,5-benzothiazepine BrC=1C(=CC2=C(N(CC(CS2)(CCCC)CCCC)C2=CC(=C(C=C2)F)F)C1)OC